CC1=CC=C(O1)C1CCC(N1)C(=O)N 5-(5-methylfuran-2-yl)pyrrolidine-2-carboxamide